1-Benzyl-N-(tert-butyl)piperidin-4-amine C(C1=CC=CC=C1)N1CCC(CC1)NC(C)(C)C